C1(=CC=CC=C1)C1=CC=C(C=CC(=O)O)C=C1 4-phenyl-cinnamic acid